C1(CC1)CS(=O)(=O)C=1C(=NC(=C(C1)C[N+](=O)[O-])OC([2H])([2H])[2H])C(=O)N ((cyclopropylmethyl)sulfonyl)-6-(methoxy-d3)-5-nitromethylpyridineamide